5-(1-(1-(3-methoxyphenyl)ethyl)-1H-pyrazol-4-yl)-1-methylpyridin-2(1H)-one COC=1C=C(C=CC1)C(C)N1N=CC(=C1)C=1C=CC(N(C1)C)=O